methyl 3-bromo-2-fluoro-6-methyl-benzoate BrC=1C(=C(C(=O)OC)C(=CC1)C)F